FC(C1=NC(=NC=C1C(=O)O)C1=CC=C(C=C1)CC(C)C)F 4-(difluoromethyl)-2-(4-isobutylphenyl)pyrimidine-5-carboxylic acid